[Si](C)(C)(C(C)(C)C)OC1CC(C1)N1CN(S(C2=C1C=C(C=C2)Cl)(=O)=O)[C@H](C(=O)O)[C@H](C)C2=C(C(=CC=C2F)C)C (2S,3R)-2-(4-(3-((tert-butyldimethylsilyl)oxy)cyclobutyl)-6-chloro-1,1-dioxido-3,4-dihydro-2H-benzo[e][1,2,4]thiadiazin-2-yl)-3-(6-fluoro-2,3-dimethylphenyl)butanoic acid